2-(3-(3-isopropyl-2-(8-methoxy-[1,2,4]triazolo[1,5-a]pyridin-6-yl)-1H-indol-5-yl)azetidin-1-yl)-N-methylacetamide C(C)(C)C1=C(NC2=CC=C(C=C12)C1CN(C1)CC(=O)NC)C=1C=C(C=2N(C1)N=CN2)OC